Methyl (E)-3-(2-(6-(benzyloxy)-7-methoxy-1,2,3,4-tetrahydroisoquinolin-1-yl)vinyl)imidazo[1,2-b]pyridazine-6-carboxylate C(C1=CC=CC=C1)OC=1C=C2CCNC(C2=CC1OC)/C=C/C1=CN=C2N1N=C(C=C2)C(=O)OC